C1(CCC1)NC(C[C@H](CCN1CCCCC1)NC(=O)C1=NN(C(=C1)C1=C(C=CC=C1)OC)C1CCCC1)=O (3S)-N-cyclobutyl-3-{[1-cyclopentyl-5-(2-methoxyphenyl)-1H-pyrazol-3-yl]formamido}-5-(piperidin-1-yl)pentanamide